C(C)(C)(C)N1N=C(C2=C1N=C(C=C2C(=O)NCCN(C)C)C)C 1-tert-butyl-N-[2-(dimethylamino)ethyl]-3,6-dimethyl-1H-pyrazolo[3,4-b]pyridine-4-carboxamide